ClC1=C(C(=NC2=CC(=C(C=C12)Cl)OC)C)C1=CC=C(C=C1)C1=CC=C(C=C1)OC 4,6-Dichloro-7-methoxy-3-(4'-methoxy-[1,1'-biphenyl]-4-yl)-2-methylquinoline